N-(5-((6-Methoxy-7-(3-morpholinopropoxy)chinolin-4-yl)oxy)pyridin-2-yl)-6-(piperidin-1-yl)picolinamid COC=1C=C2C(=CC=NC2=CC1OCCCN1CCOCC1)OC=1C=CC(=NC1)NC(C1=NC(=CC=C1)N1CCCCC1)=O